2-Methyl-3-(1-((4-methyl-7-(methylamino)-6-(thiomorpholine-4-carbonyl)phthalazin-1-yl)amino)ethyl)benzonitrile CC1=C(C#N)C=CC=C1C(C)NC1=NN=C(C2=CC(=C(C=C12)NC)C(=O)N1CCSCC1)C